N-(p-tolyl)pyrazino[1',2':1,5]pyrazolo[4,3-c][2,6]naphthyridin-5-amine C1(=CC=C(C=C1)NC1=NC=2C(C3=CN=CC=C13)=NN1C2C=NC=C1)C